Azetidine-3-yl-(4-(5-(trifluoromethyl)pyrimidin-2-yl)piperazine-1-yl)methanone hydrochloride Cl.N1CC(C1)C(=O)N1CCN(CC1)C1=NC=C(C=N1)C(F)(F)F